NCCCCCCCCCCC(=O)O amino-11-undecanoic acid